glycerol bisricinoleate C(CCCCCCC\C=C/C[C@H](O)CCCCCC)(=O)OCC(OC(CCCCCCC\C=C/C[C@H](O)CCCCCC)=O)CO